4-[5-(aminomethyl)pyridin-2-yl]-3-[2-methyl-6-(oxan-4-ylamino)pyridin-4-yl]oxybenzonitrile NCC=1C=CC(=NC1)C1=C(C=C(C#N)C=C1)OC1=CC(=NC(=C1)NC1CCOCC1)C